FC=1C=C(C=CC1)C(C)NC(C)=O N-(1-(3-fluorophenyl)ethyl)acetamid